4-chloro-1,2-dimethyl-5-(3-(3,4,5-trifluorobenzoyl)indolizin-8-yl)-1H-benzo[d]imidazole-6-carbaldehyde ClC1=C(C(=CC=2N(C(=NC21)C)C)C=O)C2=CC=CN1C(=CC=C21)C(C2=CC(=C(C(=C2)F)F)F)=O